2-((4S)-6-(4-chlorophenyl)-8-methoxy-1-methyl-4H-benzo[f][1,2,4]triazolo[4,3-a][1,4]diazepin-4-yl)-N-phenylacetamide ClC1=CC=C(C=C1)C1=N[C@H](C=2N(C3=C1C=C(C=C3)OC)C(=NN2)C)CC(=O)NC2=CC=CC=C2